O1C(CC1)CN1C=NC2=C1C=CC(=C2)C#N 1-(oxetan-2-ylmethyl)-1H-benzo[d]imidazole-5-carbonitrile